2'-(hydroxymethyl)-7'-[4-(morpholin-4-yl)phenyl]-4'-(trifluoromethyl)-6',7'-dihydrospiro[cyclopentane-1,5'-pyrrolo[2,3-d]pyrimidin]-6'-one OCC=1N=C(C2=C(N1)N(C(C21CCCC1)=O)C1=CC=C(C=C1)N1CCOCC1)C(F)(F)F